[2H]C(NC(C1=CC=CC=C1)=O)([2H])[2H] N-(trideuteriomethyl)benzamide